C(C)NC=1C2=C(N=C(N1)NC1=CC=C(C=3CCOC31)C(=O)N3C[C@@H](CC3)N3CCOCC3)NC=C2C(F)(F)F (R)-(7-((4-(ethylamino)-5-(trifluoromethyl)-7H-pyrrolo[2,3-d]pyrimidin-2-yl)amino)-2,3-dihydrobenzo-furan-4-yl)(3-morpholino-pyrrolidin-1-yl)methanone